5-methyl-7-{3-[(1-methyl-5-propoxy-1H-pyrazol-3-yl)carbamoyl]azetidin-1-yl}-4-oxo-1-(1,2,4-thiadiazol-5-yl)-1,4-dihydro-1,8-naphthyridine-3-carboxylic acid CC1=C2C(C(=CN(C2=NC(=C1)N1CC(C1)C(NC1=NN(C(=C1)OCCC)C)=O)C1=NC=NS1)C(=O)O)=O